C(C)OP(=O)(OCC)CC(=O)OCCCC butyl 2-(diethoxyphosphoryl)acetate